C(C=C)(=O)N1CCC(CC1)C1=NNC2=NC=NC(=C21)NC2=C(C=C(OC1=CC(=NC=C1)NC(=O)C1CCOCC1)C=C2)F N-(4-(4-((3-(1-acryloylpiperidin-4-yl)-1H-pyrazolo[3,4-d]pyrimidin-4-yl)amino)-3-fluorophenoxy)pyridin-2-yl)tetrahydro-2H-pyran-4-carboxamide